Nε-tert-butoxycarbonyl-D-lysine C(C)(C)(C)OC(=O)NCCCC[C@@H](N)C(=O)O